CC1(OB(OC1(C)C)C=1CCN(CC1)C(=O)C1C(C1)C#N)C 2-(4-(4,4,5,5-tetramethyl-1,3,2-dioxaborolan-2-yl)-1,2,3,6-tetrahydropyridine-1-carbonyl)cyclopropane-1-carbonitrile